(2-ethoxy-3-pyridyl)-3-isopropyl-1-methyl-N-[(5-methyl-1H-pyrazol-3-yl)methyl]pyrazolo[3,4-b]pyridin-4-amine C(C)OC1=NC=CC=C1C1=C(C2=C(N=C1)N(N=C2C(C)C)C)NCC2=NNC(=C2)C